N1(C=CC2=CC=CC=C12)C=1C2=C(N=C(N1)NC1=C(C=C(C=C1)N1CCN(CC1)C)OC)NC=C2 4-(1H-indol-1-yl)-N-(2-methoxy-4-(4-methylpiperazin-1-yl)phenyl)-7H-pyrrolo[2,3-d]pyrimidin-2-amine